ClC1=CC=C(CNC(=O)C2=C(C=C3N2CCNC3=O)C)C=C1 N-(4-chlorobenzyl)-7-methyl-1-oxo-1,2,3,4-tetrahydropyrrolo[1,2-a]pyrazine-6-carboxamide